C[C@H]1N2CCCC(C=3N(C=4C=CC=CC4C3C1)COCC[Si](C)(C)C)C2 (2R)-2-methyl-8-((2-(trimethylsilyl)ethoxy)methyl)-1,4,5,6,7,8-hexahydro-2H-3,7-methanoazonino[5,4-b]indole